C[C@H]1CCC2=NN=C(N21)C2=CC=CC(=N2)N2C(C1=CC=CC=C1C2)=O (S)-2-(6-(5-methyl-6,7-dihydro-5H-pyrrolo[2,1-c][1,2,4]triazol-3-yl)pyridin-2-yl)isoindolin-1-one